5-(3,6-dihydro-2H-pyran-4-yl)-2-(4,4,5,5-tetramethyl-1,3,2-dioxaborolan-2-yl)benzaldehyde hydrochloride salt Cl.O1CCC(=CC1)C=1C=CC(=C(C=O)C1)B1OC(C(O1)(C)C)(C)C